5-(4-methyl-1H-imidazol-1-yl)pyrazine-2-carbaldehyde CC=1N=CN(C1)C=1N=CC(=NC1)C=O